7-bromo-6-chloro-5,6-difluoro-3-(2-trimethylsilylethoxymethyl)quinazolin-4-one BrC=1C(C(=C2C(N(CN=C2C1)COCC[Si](C)(C)C)=O)F)(F)Cl